2-[4-(3-chloro-10,11-dihydro-5H-dibenzo[b,f]azepin-5-yl)butyl]-1H-isoindole-1,3(2H)-dione ClC=1C=CC2=C(N(C3=C(CC2)C=CC=C3)CCCCN3C(C2=CC=CC=C2C3=O)=O)C1